3-nitro-N-(oxetan-2-ylmethyl)pyridin-2-amine [N+](=O)([O-])C=1C(=NC=CC1)NCC1OCC1